2-((6-(2-chloro-3-(3-chloro-2-(3-methoxy-4-((7-oxo-2,6-diazaspiro[3.4]octan-2-yl)methyl)phenyl)pyridin-4-yl)phenyl)-2-methoxypyridin-3-yl)methyl)-2,6-diazaspiro[3.4]octan-7-one ClC1=C(C=CC=C1C1=C(C(=NC=C1)C1=CC(=C(C=C1)CN1CC2(C1)CNC(C2)=O)OC)Cl)C2=CC=C(C(=N2)OC)CN2CC1(C2)CNC(C1)=O